COC1=C(C=CC(=C1)C=1OC2=CC(=CC(=C2C(C1O)=O)O)OC)[O-] 2-methoxy-4-(3,5-dihydroxy-7-methoxy-4-oxo-4H-chromen-2-yl)phenolate